n-eicosyl decyl ketone C(CCCCCCCCC)C(=O)CCCCCCCCCCCCCCCCCCCC